N-(1-hydroxybutan-2-yl)-4-(5-methyl-2-(6-methylpyridin-2-yl)-6,7-dihydropteridin-8(5H)-yl)nicotinamide OCC(CC)NC(C1=CN=CC=C1N1CCN(C=2C=NC(=NC12)C1=NC(=CC=C1)C)C)=O